[Si](C1=CC=CC=C1)(C1=CC=CC=C1)(C(C)(C)C)OCC(CN[C@@H](CC1=CNC2=CC(=CC=C12)OCC1CC1)C)(F)F (R)-3-((tert-butyldiphenylsilyl)oxy)-N-(1-(6-cyclopropylmethoxy-1H-indol-3-yl)propane-2-yl)-2,2-difluoropropane-1-amine